F[C@@H]1[C@@H](C1)C(=O)NC=1N=C2N(C=C(C=C2)C2=CC=C3CC(NC3=C2)=O)C1 (1S,2S)-2-fluoro-N-(6-(2-oxoindolin-6-yl)imidazo[1,2-a]pyridin-2-yl)cyclopropane-1-carboxamide